IC=1N=CN(C1)[C@@H](C(=O)OCC)C |r| (rac)-ethyl 2-(4-iodo-1H-imidazol-1-yl)propanoate